[B-](F)(F)(F)F.CN(C)C(=[N+](C)C)ON1C2=C(C=CC=N2)N=N1 1-[bis(dimethylamino)methylene]-1H-1,2,3-triazolo[4,5-b]pyridinium 3-oxide tetrafluoroborate